CN(C1=CC=C(C=NNC2=CC=C(C(=O)O)C=C2)C=C1)C 4-(2-(4-(dimethylamino)benzylidene)hydrazino)benzoic acid